N-(6-amino-5-methyl-3-pyridyl)-2-[(2S,5R)-5-methyl-2-(6-oxo-5H-1,5-Naphthyridin-2-yl)-1-piperidyl]-2-oxo-acetamide NC1=C(C=C(C=N1)NC(C(=O)N1[C@@H](CC[C@H](C1)C)C1=NC=2C=CC(NC2C=C1)=O)=O)C